ClC1=C(C(=NC=C1)CO[Si](C(C)C)(C(C)C)C(C)C)C 4-chloro-3-methyl-2-({[tris(prop-2-yl)silyl]oxy}methyl)pyridine